(R)-(4,4-difluoropiperidin-1-yl)(1-((4-(dimethylphosphoryl)phenyl)sulfonyl)piperidin-3-yl)methanone FC1(CCN(CC1)C(=O)[C@H]1CN(CCC1)S(=O)(=O)C1=CC=C(C=C1)P(=O)(C)C)F